[3-[3-cyclopropyl-4-[6-(difluoromethyl)-5-fluoro-2-pyridinyl]pyrazol-1-yl]cyclobutyl]methanol C1(CC1)C1=NN(C=C1C1=NC(=C(C=C1)F)C(F)F)C1CC(C1)CO